tert-butyl 3-{[6-chloro-8-(methoxycarbonyl) pyrido[3,2-d]pyrimidin-4-yl] amino}-3-phenylpiperidine-1-carboxylate ClC=1C=C(C=2N=CN=C(C2N1)NC1(CN(CCC1)C(=O)OC(C)(C)C)C1=CC=CC=C1)C(=O)OC